dibenzyl 2-(5-fluoro-2-methoxypyridin-4-yl)-2-methylmalonate FC=1C(=CC(=NC1)OC)C(C(=O)OCC1=CC=CC=C1)(C(=O)OCC1=CC=CC=C1)C